5-methoxy-6-(2-(1-methyl-1H-pyrazol-3-yl)pyridin-4-yl)-N,2-bis(pyridin-4-yl)pyrimidin-4-amine COC=1C(=NC(=NC1C1=CC(=NC=C1)C1=NN(C=C1)C)C1=CC=NC=C1)NC1=CC=NC=C1